O1C(OCC1)CCC1=CC=C(NC2C(NC(CC2)=O)=O)C=C1 3-[4-[2-(1,3-Dioxolan-2-yl)ethyl]anilino]piperidine-2,6-dione